tert-Butyl (2R)-4-(4-amino-3-hydroxyphenyl)-2-methylpiperidine-1-carboxylate NC1=C(C=C(C=C1)C1C[C@H](N(CC1)C(=O)OC(C)(C)C)C)O